COC=1C2=C(N=C(N1)NC1CCC(CC1)C(=O)N(C)C)NC=C2C2=CC=1N(C=C2)N=CC1 (1s,4s)-4-((4-methoxy-5-(pyrazolo[1,5-a]pyridin-5-yl)-7H-pyrrolo[2,3-d]pyrimidin-2-yl)amino)-N,N-dimethylcyclohexane-1-carboxamide